C1(=CC=CC=C1)N(C(=O)N1[C@H]([C@@H]2CC[C@H](C1)N2C(N(C2=CC=CC=C2)C2=CC=CC=C2)=O)C(=O)O)C2=CC=CC=C2 (1S,2R,5R)-3,8-bis(diphenyl-carbamoyl)-3,8-diazabicyclo[3.2.1]octane-2-carboxylic acid